FC=1C=C(C=C(C1)F)CN1COC2=C(C1=O)C=C(C=C2)OC2=CC(=NC=C2)C=2C=NN(C2)C 3-[(3,5-difluorophenyl)methyl]-6-{[2-(1-methylpyrazol-4-yl)-4-pyridyl]oxy}-2H-1,3-benzoxazin-4-one